OC1=CC=C(C=C1)C1=C(C=CC=C1C)C(C)(C)C1=C(C(=CC=C1)C)C1=CC=C(C=C1)O 2,2-bis(4-hydroxyphenyl-3-methylphenyl)propane